OC1=C(C(OC=C1)=O)C(C1=CC=CC=C1)C1=CC=C(C=C1)OC 4-hydroxy-3-((4-methoxyphenyl)(phenyl)methyl)-2H-pyran-2-one